(3S)-3-(4-(2-chloro-5-iodobenzyl)phenoxy)tetrahydrofuran ClC1=C(CC2=CC=C(O[C@@H]3COCC3)C=C2)C=C(C=C1)I